3-(9-(difluoromethyl)-2-(piperidine-1-carbonyl)-1,2,3,4-tetrahydro-[1,4]diazepino[6,7,1-hi]indol-7-yl)-4-(imidazo[1,2-a]pyridin-3-yl)-1H-pyrrole FC(C=1C=C2C(=CN3C2=C(C1)CN(CC3)C(=O)N3CCCCC3)C3=CNC=C3C3=CN=C1N3C=CC=C1)F